C(CCC)N1C(NC(C1=O)(C)C)=O 3-butyl-5,5-dimethyl-hydantoin